2-acetamido-4-((3-aminopropyl)amino)-N-(4-methyl-5-nitrothiazol-2-yl)benzamide C(C)(=O)NC1=C(C(=O)NC=2SC(=C(N2)C)[N+](=O)[O-])C=CC(=C1)NCCCN